4-[4-(4-(1-dimethylaminoisoquinolin-6-yl)-phenoxy)-piperidin-1-yl]-(R)-tetrahydrofuran-2-yl-methanone CN(C1=NC=CC2=CC(=CC=C12)C1=CC=C(OC2CCN(CC2)C2C[C@@H](OC2)C=O)C=C1)C